O1CCOC12CCN(CC2)CCN 2-(1,4-dioxa-8-azaspiro[4.5]dec-8-yl)ethylamine